C1(=CC=C(C=C1)N=C)C N-p-tolylmethanimine